ClC1=NC=CC(=C1)NC(NC1=CC(=NC=C1)C#CC1=CC=C(C(=O)NCCCCNC2=C3C(N(C(C3=CC=C2)=O)C2C(NC(CC2)=O)=O)=O)C=C1)=O 4-((4-(3-(2-chloropyridin-4-yl)ureido)pyridin-2-yl)ethynyl)-N-(4-((2-(2,6-dioxopiperidin-3-yl)-1,3-dioxoisoindolin-4-yl)amino)butyl)benzamide